FC1=C(C(=CC=C1)F)[C@@H]1CC(=NO1)C=1N=C(SC1)C1CCN(CC1)C(CN1N=C(C=C1C)C(F)(F)F)=O 1-(4-(4-[(5S)-5-(2,6-difluorophenyl)-4,5-dihydro-1,2-oxazol-3-yl]-1,3-thiazol-2-yl)piperidin-1-yl)-2-[5-methyl-3-(trifluoromethyl)-1H-pyrazol-1-yl]ethanone